3-(5-methylthio-2-1,3,4-oxadiazolyl)-2-((5-methylthio-2-1,3,4-oxadiazolyl)methyl)propanoic acid CSC1=NN=C(O1)CC(C(=O)O)CC=1OC(=NN1)SC